1-(6-(4-chloro-2-(4-((4-methylpiperazin-1-yl)methyl)phenyl)-1H-pyrrolo[2,3-b]pyridin-3-yl)indolin-1-yl)prop-2-en-1-one ClC1=C2C(=NC=C1)NC(=C2C2=CC=C1CCN(C1=C2)C(C=C)=O)C2=CC=C(C=C2)CN2CCN(CC2)C